methyl-2-(4-hydroxy-3-methoxy-phenyl)acetate COC(CC1=CC(=C(C=C1)O)OC)=O